2-(2-(cyclopropanesulfonamido)thiazol-4-yl)-2-methyl-N-(4-(5-methylpyridin-3-yl)phenyl)propanamide C1(CC1)S(=O)(=O)NC=1SC=C(N1)C(C(=O)NC1=CC=C(C=C1)C=1C=NC=C(C1)C)(C)C